C1=CC=CC=2C3=CC=CC=C3N(C12)C1=CC=C(C=C1)C(=C(C1=CC=C(C=C1)NC1=CC=CC=C1)C1=CC=C(C=C1)N1C2=CC=CC=C2C=2C=CC=CC12)C1=CC=C(C=C1)NC1=CC=CC=C1 bis[4-(9H-carbazol-9-yl)phenyl]-N,N'-diphenylstilbene-4,4'-diamine